1-[2-(4,5-diphenyloxazol-2-yl)-1-piperidyl]-2-methylsulfanyl-ethanone C1(=CC=CC=C1)C=1N=C(OC1C1=CC=CC=C1)C1N(CCCC1)C(CSC)=O